ClCC1=NOC(=N1)C 3-(chloromethyl)-5-methyl-1,2,4-oxadiazole